1-[3-(benzyloxy)propyl]-5-(1H-imidazol-4-yl)-3-methyl-1H-pyrazole C(C1=CC=CC=C1)OCCCN1N=C(C=C1C=1N=CNC1)C